bis-methyl-acrylic acid CC(=CC(=O)O)C